The molecule is a scalarane sesterterpenoid isolated from the marine sponge Hyrtios erectus that exhibits antineoplastic activity. It has a role as a metabolite and an antineoplastic agent. It is an acetate ester, a secondary alcohol, a gamma-lactone, an organic heteropentacyclic compound and a scalarane sesterterpenoid. CC(=O)O[C@@H]1C[C@@H]2[C@]3(CCCC([C@@H]3CC[C@]2([C@H]4[C@]1([C@@H]5C(=CC(=O)O5)[C@H](C4)O)C)C)(C)C)C